C(#N)C1CN(C1)S(=O)(=O)C=1C=C(C(=O)N2[C@H](CCC2)C(=O)NCC2=CC(=CC(=C2)F)F)C=CC1 1-(3-((3-cyano-1-azetidinyl)sulfonyl)benzoyl)-N-(3,5-difluorobenzyl)-D-prolinamide